ethyl (E)-5-[tert-butyl(dimethyl)silyl]oxy-4-(4-chloro-2-methylsulfanyl-pyrimidin-5-yl)-4-methyl-pent-2-enoate [Si](C)(C)(C(C)(C)C)OCC(/C=C/C(=O)OCC)(C)C=1C(=NC(=NC1)SC)Cl